C(=CCCCCCCCCCCC)C1C(=O)OC(C1)=O tridecenyl-succinic anhydride